9-(1-((6-chloro-2-(1-methyl-1H-pyrazol-4-yl)pyridin-3-yl)amino)ethyl)-3-(1-(2,2-difluoroethyl)pyrrolidin-3-yl)-4,7-dimethyl-3,4-dihydro-5H-pyrazolo[3,4-c]isoquinolin-5-one ClC1=CC=C(C(=N1)C=1C=NN(C1)C)NC(C)C=1C=2C3=C(N(C(C2C=C(C1)C)=O)C)N(N=C3)C3CN(CC3)CC(F)F